1-(4-((4-amino-5-(4-phenoxyphenyl)-7-((2-(trimethylsilyl)ethoxy)methyl)-7H-pyrrolo[2,3-d]pyrimidin-6-yl)ethynyl)piperidin-1-yl)prop-2-en-1-one NC=1C2=C(N=CN1)N(C(=C2C2=CC=C(C=C2)OC2=CC=CC=C2)C#CC2CCN(CC2)C(C=C)=O)COCC[Si](C)(C)C